FC=1C=C2C(CC3(NC2=CC1)CCN(CC3)C(=O)NCC3=CC(=C(C=C3)F)C3=CN=CO3)=O 6'-fluoro-N-(4-fluoro-3-(oxazol-5-yl)benzyl)-4'-oxo-3',4'-dihydro-1'H-spiro[piperidine-4,2'-quinoline]-1-carboxamide